4-(1-hydroxy-2-((3aR,5s,6aS)-5-(phenylthio)hexahydrocyclopenta[c]pyrrol-2(1H)-yl)ethyl)phenol OC(CN1C[C@@H]2[C@H](C1)CC(C2)SC2=CC=CC=C2)C2=CC=C(C=C2)O